CC1N(C(CCC1)C)[SiH2]F 2,6-dimethylpiperidinofluorosilane